6-[5-(trifluoromethyl)-2-pyridyl]2,6-diazaspiro[3.3]heptane-2-carboxylic Acid tert-butyl ester C(C)(C)(C)OC(=O)N1CC2(C1)CN(C2)C2=NC=C(C=C2)C(F)(F)F